P(O)(O)(O)=S.C(NC(C1=CN=CC=C1NC1=CC=CC=2C3=C(CN(C12)C)C=NC=N3)=O)([2H])([2H])[2H] N-(methyl-d3)-4-((6-methyl-5,6-dihydropyrimido[5,4-c]quinolin-7-yl)amino)nicotinamide (Sp)-phosphorothioate